2-((1R,4R)-4-(difluoromethoxy)cyclohexyl)-8-iodopyrido[4,3-d]pyrimidine-2,5-diamine FC(OC1CCC(CC1)C1(N=CC2=C(N1)C(=CN=C2N)I)N)F